1-(vinylsulfonyl)-3-fluoro-5-nitrobenzene C(=C)S(=O)(=O)C1=CC(=CC(=C1)[N+](=O)[O-])F